4-[(4-nitrophenyl)diazenyl]phenol [N+](=O)([O-])C1=CC=C(C=C1)N=NC1=CC=C(C=C1)O